2-(((S)-4-((tert-butoxycarbonyl)amino)-2,2-difluoropentyl)oxy)pyridin C(C)(C)(C)OC(=O)N[C@H](CC(COC1=NC=CC=C1)(F)F)C